BrC=1C(NN=CC1O[C@H](COC)COCCC(N1CCN(CC1)C1=NC=C(C=N1)C(F)(F)F)=O)=O (R)-4-Bromo-5-((1-methoxy-3-(3-oxo-3-(4-(5-(trifluoromethyl)pyrimidin-2-yl)piperazin-1-yl)propoxy)propan-2-yl)oxy)pyridazin-3(2H)-one